(1S,2S)-N-(6-(((5-cyclopropyl-7-(3-methyl-2,4-dioxoimidazolidin-1-yl)pyrazolo[1,5-a]pyridin-2-yl)methyl)amino)pyrimidin-4-yl)-2-(4-methylpyrimidin-2-yl)cyclopropane-1-carboxamide C1(CC1)C1=CC=2N(C(=C1)N1C(N(C(C1)=O)C)=O)N=C(C2)CNC2=CC(=NC=N2)NC(=O)[C@@H]2[C@H](C2)C2=NC=CC(=N2)C